C(C)(C)(C)OC(=O)N1CCN(CC1)C1=NC(=NC2=C(C(=C(C=C12)Cl)C1=NC(=CC(=C1C(F)(F)F)C)N(CC1=CC=C(C=C1)OC)CC1=CC=C(C=C1)OC)F)F.C(CCC)N(CCCC)C=1C=CC=C2C=CC(=NC12)C 8-(N,N-dibutylamino)quinaldine tert-butyl-4-(7-(6-(bis(4-methoxybenzyl)amino)-4-methyl-3-(trifluoromethyl)pyridin-2-yl)-6-chloro-2,8-difluoroquinazolin-4-yl)piperazine-1-carboxylate